(4-(2-aminothiazolo[5,4-b]pyridin-5-yl)-3-methylphenyl)-4-ethoxy-1-(4-fluorophenyl)-2-keto-1,2-dihydropyridine-3-carboxamide NC=1SC2=NC(=CC=C2N1)C1=C(C=C(C=C1)C=1C(=C(C(N(C1)C1=CC=C(C=C1)F)=O)C(=O)N)OCC)C